(rac)-2-(4,5-dichloro-6-oxopyridazin-1(6H)-yl)-4-hydroxy-N-(4-methyl-3-((4-methyl-1,4-diazepan-1-yl)sulfonyl)phenyl)butanamide ClC=1C=NN(C(C1Cl)=O)[C@@H](C(=O)NC1=CC(=C(C=C1)C)S(=O)(=O)N1CCN(CCC1)C)CCO |r|